(4S)-4-decyl-2,2-dimethyl-1,3-dioxolane C(CCCCCCCCC)[C@@H]1OC(OC1)(C)C